C(C)(C)(C)OC(=O)N1CCC(CC1)C1=CC=CC=2OC(OC21)(C)C2=C(C=C(C=C2)Cl)F 4-[2-(4-Chloro-2-fluorophenyl)-2-methyl-1,3-benzodioxol-4-yl]piperidine-1-carboxylic acid tert-butyl ester